COCC=1N=CN(C1)C1=NC=2N(C=C1)N=CC2C=2C(=NC=CC2)OC 5-(4-(methoxymethyl)-1H-imidazol-1-yl)-3-(2-methoxypyridin-3-yl)pyrazolo[1,5-a]pyrimidine